2-(4-(Trifluoromethyl)-1H-pyrazol-1-yl)-3-(di(5-chloropyrimidin-2-yl)amino)benzonitril FC(C=1C=NN(C1)C1=C(C#N)C=CC=C1N(C1=NC=C(C=N1)Cl)C1=NC=C(C=N1)Cl)(F)F